ClC1=CC=C(CNC(=O)NC2CC3(C2)CN(CC3)C(C3=CC=C(C=C3)OC)=O)C=C1 1-(4-chlorobenzyl)-3-((2r,4s)-6-(4-methoxybenzoyl)-6-azaspiro[3.4]octan-2-yl)urea